FP1OC2=C(C=C(C=C2C(C)(C)C)C(C)(C)C)CCC2=C(C(=CC(=C2)C(C)(C)C)C(C)(C)C)O1 2,2'-ethylenebis(4,6-di-t-butyl-phenyl) fluorophosphonite